3-(1-hydroxypropan-2-yl)-8-(1-methyl-1H-pyrazol-4-yl)-6-(4-(trifluoromethyl)phenyl)pyrido[3,4-d]pyrimidin-4(3H)-one OCC(C)N1C=NC2=C(C1=O)C=C(N=C2C=2C=NN(C2)C)C2=CC=C(C=C2)C(F)(F)F